C(C)(C)(C)C1=CC=C(C=C1)N(C(=O)[C@@H]1NC[C@H](C1)OC)C(C(=O)NC1CCCCC1)C=1C=NC=CC1 (2R,4S)-N-(4-tert-butylphenyl)-N-[2-(cyclohexylamino)-2-oxo-1-(3-pyridyl)ethyl]-4-methoxy-pyrrolidine-2-carboxamide